CC(CC)N1C=C(C2=CC=C(C=C12)C=1C(=NOC1C)C)C 4-(1-(2-butyl)-3-methyl-1H-indol-6-yl)-3,5-dimethylisoxazole